1-(4,5-dimethyl-2-nitrophenyl)-2,2-dimethyl-1-propanone CC1=CC(=C(C=C1C)C(C(C)(C)C)=O)[N+](=O)[O-]